C(=O)(C=C)CCCCCCCC[NH-] acryloctylamide